eugenol diacetate C(C)(=O)O.C(C)(=O)O.C=1(C(O)=CC=C(CC=C)C1)OC